vinyl-pyridine manganese [Mn].C(=C)C1=NC=CC=C1